N-[6-(Difluoromethoxy)-5-fluoro-2-methoxypyridin-3-yl]-6-methoxy-1H-indol-3-sulfonamid FC(OC1=C(C=C(C(=N1)OC)NS(=O)(=O)C1=CNC2=CC(=CC=C12)OC)F)F